4-{3-(cyanomethyl)-3-[4-(7H-pyrrolo[2,3-d]pyrimidin-4-yl)-1H-pyrazol-1-yl]azetidin-1-yl}-N-[4-fluoro-2-(trifluoromethyl)phenyl]piperidine-1-carboxamide C(#N)CC1(CN(C1)C1CCN(CC1)C(=O)NC1=C(C=C(C=C1)F)C(F)(F)F)N1N=CC(=C1)C=1C2=C(N=CN1)NC=C2